BrC1=C(C(=CC(=C1)C(C(F)(F)F)(C(F)(F)F)O)Cl)NC(=O)C=1C=CC(=C(C1)NC(C1=C(C=C(C=C1)C#N)C)=O)C#N N-[5-[[2-bromo-6-chloro-4-[2,2,2-trifluoro-1-hydroxy-1-(trifluoromethyl)ethyl]phenyl]carbamoyl]-2-cyano-phenyl]-4-cyano-2-methyl-benzamide